(3R*,5S*)-1-(4-((3S,4S)-3,4-bis(((1S,2R)-2-phenylcyclopropyl)carbamoyl)pyrrolidine-1-carbonyl)benzoyl)piperidine-3,5-dicarboxylic acid C1(=CC=CC=C1)[C@@H]1[C@H](C1)NC(=O)[C@@H]1CN(C[C@H]1C(N[C@@H]1[C@H](C1)C1=CC=CC=C1)=O)C(=O)C1=CC=C(C(=O)N2C[C@@H](C[C@@H](C2)C(=O)O)C(=O)O)C=C1 |o1:39,41|